C(C)(C)(C)C1=NOC(=C1)NC(=O)N1N(CCC1)C1=CC=C(C=C1)C(F)(F)F N-(3-(tert-butyl)isoxazol-5-yl)-2-(4-(trifluoromethyl)phenyl)pyrazolidine-1-carboxamide